C(C)(C)(C)OC(=O)N1CCC2(CC1)CC1=C(N=C(S1)Cl)[C@H]2N[S@](=O)C(C)(C)C (S)-4-(((R)-tert-butylsulfinyl)amino)-2-chloro-4,6-dihydrospiro[cyclopenta[d]thiazole-5,4'-piperidine]-1'-carboxylic acid tert-butyl ester